BrC=1C=CC2=C(N(C(=N2)C(C)Cl)C[C@H]2OCC2)C1F 6-bromo-2-(1-chloroethyl)-7-fluoro-1-(((S)-oxetan-2-yl)methyl)-1H-benzo[d]imidazole